N-(6-fluoro-3'-(morpholinomethyl)-4-((3R,5S)-3,4,5-trimethylpiperazin-1-yl)-[1,1-biphenyl]-3-yl)-6-oxo-4-(trifluoromethyl)-1,6-dihydropyridine-3-carboxamide FC1=CC(=C(C=C1C1=CC(=CC=C1)CN1CCOCC1)NC(=O)C1=CNC(C=C1C(F)(F)F)=O)N1C[C@H](N([C@H](C1)C)C)C